FC1(CCC(CC1)C=1OC2=C(N1)C=C(C(=C2)F)NC(C=C)=O)F N-(2-(4,4-difluorocyclohexyl)-6-fluorobenzo[d]oxazol-5-yl)acrylamide